C(C)[C@@H]1NC[C@]2(C1)C(NC(C2)(C)C)=O 3-ethyl-(3S,5R)-8,8-dimethyl-6-oxo-2,7-diazaspiro[4.4]nonane